COC(C1=CN=C(C=C1)C1=CC=C(C=C1)OC(F)(F)F)=O 6-(4-trifluoromethoxyphenyl)nicotinic acid methyl ester